C(C)(C)(C)OC(=O)NC1(CCN(CC1)C1=CN=C2C(=N1)N(N=C2/N=C/OCC)CC2=CC=C(C=C2)OC)C ethyl (1E)-N-[6-[4-(tert-butoxycarbonylamino)-4-methyl-1-piperidyl]-1-[(4-methoxyphenyl)methyl]pyrazolo[3,4-b]pyrazin-3-yl]methanimidate